ethyl 2-[3-(tert-butoxycarbonylamino) propionylamino]-4-methyl-thiazole-5-carboxylate C(C)(C)(C)OC(=O)NCCC(=O)NC=1SC(=C(N1)C)C(=O)OCC